(2-((5-Chloro-2-((3-methoxyphenyl)amino)pyrimidin-4-yl)amino)phenyl)dimethylphosphine oxide ClC=1C(=NC(=NC1)NC1=CC(=CC=C1)OC)NC1=C(C=CC=C1)P(C)(C)=O